1-methyl-4-nitro-3-((1,1,1-trifluoropropan-2-yl)oxy)-1H-pyrazole CN1N=C(C(=C1)[N+](=O)[O-])OC(C(F)(F)F)C